(S)-(4,5-dihydro-7H-thieno[2,3-c]pyran-7-yl)-N-methylmethanaminium benzenesulfonate C1(=CC=CC=C1)S(=O)(=O)[O-].S1C=CC2=C1[C@@H](OCC2)C[NH2+]C